(S)-N-(3-(1-Acetyl-2-methyl-1,2,3,4-tetrahydroquinolin-6-yl)benzyl)-6-(2-aminopyrimidin-5-yl)-8-morpholinoimidazo[1,2-a]pyrazine-2-carboxamide C(C)(=O)N1[C@H](CCC2=CC(=CC=C12)C=1C=C(CNC(=O)C=2N=C3N(C=C(N=C3N3CCOCC3)C=3C=NC(=NC3)N)C2)C=CC1)C